2-trifluoromethoxy-1,1,2-trifluoroethyl-2,2,3,3,4,4,5,5-octafluoropentyl ether FC(OC(C(F)(F)C(C(C(C(COCC(C(C(C(C(C(OC(F)(F)F)F)(F)F)(F)F)(F)F)(F)F)(F)F)(F)F)(F)F)(F)F)(F)F)F)(F)F